methyl (S)-3-chloro-7-((3-methylpiperidin-1-yl) methyl)-1H-pyrazolo[4,3-b]pyridine-5-carboxylate ClC1=NNC=2C1=NC(=CC2CN2C[C@H](CCC2)C)C(=O)OC